C(C(=O)[O-])(=O)OC\C=C(/C)\CCC=C(C)C monogeranyl oxalate